N[C@H](C(=O)O)CCC(=O)O L-2-aminopentanedioic acid